Cl.C(C)(=O)ONC(=N)C=1C=C(SC1)CNC(=O)[C@H]1N[C@H]2C[C@]2(C1)C (1S,3S,5S)-N-((4-(N-acetoxycarbamimidoyl)thiophen-2-yl)methyl)-5-methyl-2-azabicyclo[3.1.0]hexane-3-carboxamide hydrochloride